tert-Butyl 5-[3-[[4-chloro-6-(2,6-dimethylphenyl)pyrimidin-2-yl]sulfamoyl]benzoyl]-3-hydroxy-1,5-diazocane-1-carboxylate ClC1=NC(=NC(=C1)C1=C(C=CC=C1C)C)NS(=O)(=O)C=1C=C(C(=O)N2CC(CN(CCC2)C(=O)OC(C)(C)C)O)C=CC1